ClC=1C=C2C(=CC1)NC(C21CCN(CC1)CCOC1=CC2=C(C=C1)C1(COC1)OC2=O)=O 5-chloro-1'-(2-{3-oxo-3H-spiro[2-benzofuran-1,3'-oxetan]-5-yloxy}ethyl)-1,2-dihydrospiro[indole-3,4'-piperidin]-2-one